2-chloro-5-nitronicotinic acid ClC1=C(C(=O)O)C=C(C=N1)[N+](=O)[O-]